fluoro-2-methoxy-5-nitrophenylpropyl carbonate C(OCCC(C1=C(C=CC(=C1)[N+](=O)[O-])OC)F)([O-])=O